NC=1C=C(C=CC1)C=1C=C(SC1)C(=O)OC methyl 4-(3-aminophenyl)thiophene-2-carboxylate